C(C)(C)[C@H]1CC[C@H](CC1)N1CCC(CC1)N1C=C(C=2C1=NC=CC2)CCN 2-(1-(1-(cis-4-isopropylcyclohexyl)piperidin-4-yl)-1H-pyrrolo[2,3-b]pyridin-3-yl)ethan-1-amine